4-thiobutanoic acid-disulfide CCCC(=S(=S)=S)O